C(#N)C(=CC(=O)NC(C(=O)O)CCSSCCCC(=O)O)C#N dicyanoacrylamido-4,4'-dithiodibutanoic acid